COC(=O)C=1N=C(N(C1)C)C1=CC=CC=C1 1-methyl-2-phenyl-1H-imidazole-4-carboxylic acid methyl ester